4-vinyl-phenol acetate C(C)(=O)OC1=CC=C(C=C1)C=C